3-bromo-2-(4-fluorophenyl)-5-(1-methylphenyl)-4H,6H,7H-pyrazolo[1,5-a]pyrazine BrC=1C(=NN2C1CN(CC2)C2(CC=CC=C2)C)C2=CC=C(C=C2)F